ClC1=C(C(=O)NC2=CC=C(C=C2)C2=NN(C(=C2)NC(C2=CC(=CC=C2)C(C2=CC=C(C=C2)OCC#C)=O)=O)C)C=CC=C1 2-Chloro-N-(4-(1-methyl-5-(3-(4-(prop-2-yn-1-yloxy)benzoyl)benzamido)-1H-pyrazol-3-yl)phenyl)benzamide